(S)-tert-butyl (3-hydroxy-1-(4-((trimethylsilyl)ethynyl)phenyl)propyl)carbamate OCC[C@@H](C1=CC=C(C=C1)C#C[Si](C)(C)C)NC(OC(C)(C)C)=O